3-(4-(tert-butyl)phenyl)propan-2-yn-1-ol C(C)(C)(C)C1=CC=C(C=C1)C#CCO